FC1=CC=C(C=C1)C(N1C[C@@H](N(C[C@@H]1C)C1=CC(N(C2=CC=C(C=C12)C#N)C)=O)C)C1=CC=C(C=C1)F |&1:13| 4-[(2S,SR)-4-[bis(4-fluorophenyl)methyl]-2,5-dimethylpiperazin-1-yl]-1-methyl-2-oxo-1,2-dihydroquinoline-6-carbonitrile